COCCS 2-mercaptoethyl methyl ether